4-(N-(6-((4-(((tert-butoxycarbonyl)amino)methyl)-1H-pyrazol-1-yl)methyl)-4-methoxybenzo[d]isoxazol-3-yl)sulfamoyl)-3-methoxybenzoic acid C(C)(C)(C)OC(=O)NCC=1C=NN(C1)CC1=CC2=C(C(=NO2)NS(=O)(=O)C2=C(C=C(C(=O)O)C=C2)OC)C(=C1)OC